NC1=C(C=NN1C(CO)(C)C)S(=O)(=O)NC=1C=CC(=C2C(=CNC12)C#N)Cl 5-amino-N-(4-chloro-3-cyano-1H-indol-7-yl)-1-(2-hydroxy-1,1-dimethyl-ethyl)pyrazole-4-sulfonamide